(2R,4S)-1-tert-butyl 2-methyl 4-((2-((tert-butyldimethylsilyl)oxy)-4-chlorophenyl)amino)-2-methylpyrrolidine-1,2-dicarboxylate [Si](C)(C)(C(C)(C)C)OC1=C(C=CC(=C1)Cl)N[C@H]1C[C@@](N(C1)C(=O)OC(C)(C)C)(C(=O)OC)C